cis-8-dimethylamino-3-[2-(2-hydroxy-ethylamino)-pyrimidin-5-yl]-8-phenyl-1,3-diazaspiro[4.5]decan-2-one CN(C1(CCC2(CN(C(N2)=O)C=2C=NC(=NC2)NCCO)CC1)C1=CC=CC=C1)C